C(#N)C1=CC(=C(C=C1)C1OC2=C(C=CC=C2C(=C1)F)C1CCN(CC1)CC1=NC=2C(=NC(=CC2)C(=O)O)N1C[C@H]1OCC1)F 2-((4-(2-(4-cyano-2-fluorophenyl)-4-fluoro-2H-chromene-8-yl)piperidin-1-yl)methyl)-3-(((S)-Oxetan-2-yl)methyl)-3H-imidazo[4,5-b]pyridine-5-carboxylic acid